(1S,5S)-2-((4-benzoylbenzoyl)glycyl)-5-methyl-2-azabicyclo[3.1.0]hexane-3-carboxylic acid C(C1=CC=CC=C1)(=O)C1=CC=C(C(=O)NCC(=O)N2[C@H]3C[C@]3(CC2C(=O)O)C)C=C1